5-((4-(4-hydroxy-4-methylpiperidin-1-yl)phenyl)amino)-1,3-dimethyl-1,3-dihydro-2H-benzo[d]imidazol-2-one OC1(CCN(CC1)C1=CC=C(C=C1)NC1=CC2=C(N(C(N2C)=O)C)C=C1)C